2-amino-N-[5-[(5-cyclopropyloxypyridin-2-yl)carbamoyl]-4-fluoro-2-methylphenyl]-1,3-thiazole-5-carboxamide NC=1SC(=CN1)C(=O)NC1=C(C=C(C(=C1)C(NC1=NC=C(C=C1)OC1CC1)=O)F)C